butynediol C(C#CCO)O